C1=CC=C(C=C1)NS(=O)(=O)C2=CC=CC(=C2)/C=C/C(=O)NO The molecule is a hydroxamic acid-type histone deacetylase (HDAC) inhibitor with antineoplastic activity. It has a role as an antineoplastic agent and an EC 3.5.1.98 (histone deacetylase) inhibitor. It is a hydroxamic acid, a sulfonamide and an olefinic compound.